6-[3-bromo-5-chloro-4-(2-oxobutoxy)phenyl]-5-methyl-4,5-dihydro-2H-pyridazin-3-one BrC=1C=C(C=C(C1OCC(CC)=O)Cl)C=1C(CC(NN1)=O)C